Trans-(2S)-2-(tert-butoxycarbonylamino)-2-(4-methylcyclohexyl)acetic acid C(C)(C)(C)OC(=O)N[C@H](C(=O)O)[C@@H]1CC[C@H](CC1)C